(5S,7S)-7-fluoro-2-(1,1,2,2,2-pentafluoroethylsulfonyl)-5-phenyl-6,7-dihydro-5H-pyrrolo[1,2-b][1,2,4]triazole F[C@H]1C[C@H](N2N=C(N=C21)S(=O)(=O)C(C(F)(F)F)(F)F)C2=CC=CC=C2